hepta-1,6-dien-4-ol C=CCC(CC=C)O